(S or R)-N-(2-(2-(2-(2-azidoethoxy)ethoxy)ethoxy)ethyl)-3-(6,8-dichloro-2-methyl-1,2,3,4-tetrahydroisoquinolin-4-yl)benzenesulfonamide N(=[N+]=[N-])CCOCCOCCOCCNS(=O)(=O)C1=CC(=CC=C1)[C@@H]1CN(CC2=C(C=C(C=C12)Cl)Cl)C |o1:24|